ClC=1C=C(OC=2C=CC(=C3C=CC=NC23)C(C(=O)N)=C)C=CC1Cl {8-(3,4-dichlorophenoxy)quinolin-5-yl}acrylamide